di-(tert-butyl)(3,5-di-(tert-butyl)phenyl)phosphonium tetraphenylborate C1(=CC=CC=C1)[B-](C1=CC=CC=C1)(C1=CC=CC=C1)C1=CC=CC=C1.C(C)(C)(C)[PH+](C1=CC(=CC(=C1)C(C)(C)C)C(C)(C)C)C(C)(C)C